C12C3C(C(C4C1C(=O)OC4=O)CC2)C(=O)OC3=O Bicyclo[2.2.2]octane-2,3,5,6-tetracarboxylic-2,3:5,6-dianhydride